1-(1-methyl-1H-benzo[d]imidazole-2-yl)ethane-1-ol Ruthenium diacetate C(C)(=O)[O-].C(C)(=O)[O-].[Ru+2].CN1C(=NC2=C1C=CC=C2)C(C)O